(8E)-8-undecenyl-lithium C(CCCCCC\C=C\CC)[Li]